CC1(OB(OC1(C)C)C1=CC=C(OCCCN2CCOCC2)C=C1)C 4-{3-[4-(4,4,5,5-tetramethyl-1,3,2-dioxaborolan-2-yl)phenoxy]propyl}morpholine